[6-(6-Aminopyridazin-3-yl)-2-methoxy-3-pyridinyl]-5-methyl-3-phenyl-isoxazole-4-carboxamide NC1=CC=C(N=N1)C1=CC=C(C(=N1)OC)NC(=O)C=1C(=NOC1C)C1=CC=CC=C1